(E)-N-(1-(2-(3-(hydroxyamino)-3-oxoprop-1-en-1-yl)phenyl)piperidin-4-yl)-6-(1H-pyrrol-1-yl)nicotinamide ONC(/C=C/C1=C(C=CC=C1)N1CCC(CC1)NC(C1=CN=C(C=C1)N1C=CC=C1)=O)=O